FC=1C=NC(=NC1)OC1=C(C=C(C=C1)NC(NC(=O)C1CCC(CC1)OC)=O)C 3-{4-[(5-fluoropyrimidin-2-yl)oxy]-3-methylphenyl}-1-(4-methoxycyclohexanecarbonyl)urea